Ethyl 1-cyclopropyl-5-nitro-1H-pyrazole-4-carboxylate C1(CC1)N1N=CC(=C1[N+](=O)[O-])C(=O)OCC